FC(CN1N=CC=C1C(C)N1N=CC(=C1)[N+](=O)[O-])F 1-(2,2-difluoro-ethyl)-5-[1-(4-nitropyrazol-1-yl)ethyl]pyrazole